ClC=1C=CC2=C(C[C@H]3CC[C@@H]2N3C(=O)NC3=CC(=C(C=C3)C(F)(F)F)Cl)C1 (5S,8R)-2-chloro-N-(3-chloro-4-(trifluoromethyl)phenyl)-6,7,8,9-tetrahydro-5H-5,8-epimino-benzo[7]annulene-10-carboxamide